NC=1C=C(C(=NC1)C1=NOC(=N1)CCCCCC(=O)OCC)C Ethyl 6-[3-(5-amino-3-methylpyridin-2-yl)-1,2,4-oxadiazol-5-yl]hexanoate